BrC=1C=C(CC(C(=O)OCC)C(C)=O)C=CC1OC ethyl 2-(3-bromo-4-methoxybenzyl)-3-oxobutyrate